CC(C(=O)[O-])(CC=C)C 2,2-dimethyl-4-pentenoate